2-(aminomethyl)-1H-indol-5-yl hexanoate C(CCCCC)(=O)OC=1C=C2C=C(NC2=CC1)CN